N(=[N+]=[N-])CCOCCOCCOCCOCCOCCOCCOCCOCCOCCOCCOCCNC(CC[C@@H](C(=O)OC(C)(C)C)NC(=O)OC(C)(C)C)=O tert-butyl (S)-1-azido-40-((tert-butoxycarbonyl)amino)-37-oxo-3,6,9,12,15,18,21,24,27,30,33-undecaoxa-36-azahentetracontan-41-oate